ethyl (E)-hex-2-enoate C(\C=C\CCC)(=O)OCC